C(C)(=O)N1CC(C1)NC1=CC(=NC(=N1)N1CCCC1)C(=O)NC[C@@H](O)[C@H]1N(CC2=CC(=CC=C2C1)O)C(=O)OC(C)(C)C tert-Butyl (3S)-3-[(1R)-2-[[6-[(1-acetylazetidin-3-yl)amino]-2-pyrrolidin-1-yl-pyrimidine-4-carbonyl]amino]-1-hydroxy-ethyl]-7-hydroxy-3,4-dihydro-1H-isoquinoline-2-carboxylate